tert-Butyl 2-(1-methoxy-1-oxopropan-2-yl)-6-(4-methoxyphenyl)-9H-carbazole-9-carboxylate COC(C(C)C1=CC=2N(C3=CC=C(C=C3C2C=C1)C1=CC=C(C=C1)OC)C(=O)OC(C)(C)C)=O